[Cl-].C[N+](CCCCCCCCCCCCCCCCCC)(CCCCCCCCCCCCCCCCCC)C dimethyldioctadecylazanium chloride